CS(=O)C1=NC=C(C(=N1)OC1COC1)C(F)(F)F 2-(methylsulfinyl)-4-(oxetan-3-yloxy)-5-(trifluoromethyl)pyrimidine